[Si](C1=CC=CC=C1)(C1=CC=CC=C1)(C(C)(C)C)OCCNN (2-((tert-butyldiphenylsilyl)oxy)ethyl)hydrazine